C1(=CC=CC=C1)C=1OCCCN1 phenyl-5,6-dihydro-4H-1,3-oxazine